CC(C(=O)OC=C)(CC(C)(C)C)C vinyl 2,2,4,4-tetramethylvalerate